FC(CN1C(=NC=2C1=NC(=CC2)C=2C=CN1N=C(N=C(C12)NC)NC1CCN(CC1)CC(F)(F)F)C)F 5-(3-(2,2-Difluoroethyl)-2-methyl-3H-imidazo[4,5-b]pyridin-5-yl)-N4-methyl-N2-(1-(2,2,2-trifluoroethyl)piperidin-4-yl)pyrrolo[2,1-f][1,2,4]triazine-2,4-diamine